2-amino-6-cyano-6-cyclobutyl-7-oxo-4,5,6,7-tetrahydro-1-benzothiophene-3-carboxamide NC=1SC2=C(C1C(=O)N)CCC(C2=O)(C2CCC2)C#N